ClC1=CC2=CN(N=C2C(=C1)N1CCOCC1)C1CCN(CC1)C(=O)OC(C)(C)C Tert-butyl 4-[5-chloro-7-(morpholin-4-yl)indazol-2-yl]piperidine-1-carboxylate